tert-butyl (S)-5-amino-4-((R)-4-fluoro-5-(3-fluoro-4-(hydroxymethyl)pyridin-2-yl)-3-methyl-1-oxoisoindolin-2-yl)-5-oxopentanoate NC([C@H](CCC(=O)OC(C)(C)C)N1C(C2=CC=C(C(=C2[C@H]1C)F)C1=NC=CC(=C1F)CO)=O)=O